tert-Butyl 5,6-dimethyl-7,9-dihydro-8H-imidazo[1,2-a]pyrrolo[3,4-c]pyridine-8-carboxylate CC1=C(C2=C(C=3N1C=CN3)CN(C2)C(=O)OC(C)(C)C)C